1-(5-methyl-4-(pyridin-4-yl)-5H-chromeno[4,3-c]pyridin-8-yl)pyrrolidin-2-one CC1OC=2C=C(C=CC2C=2C=NC=C(C21)C2=CC=NC=C2)N2C(CCC2)=O